4-(bromomethyl)benzenesulfonyl chloride BrCC1=CC=C(C=C1)S(=O)(=O)Cl